(1R,2S)-2-(((2,4-dimethylpyrimidin-5-yl)oxy)methyl)-2-(3-fluorophenyl)cyclopropane-carboxylic acid CC1=NC=C(C(=N1)C)OC[C@@]1([C@@H](C1)C(=O)O)C1=CC(=CC=C1)F